BrC1=CNN=C1 4-bromo-2H-pyrazole